ClC=1C(=C(C=CC1Cl)NC=1C2=C(N=CN1)C=NC(=C2)[C@@H]2CNCC2)F N-(3,4-Dichloro-2-fluoro-phenyl)-6-[(3S)-pyrrolidin-3-yl]pyrido[3,4-d]pyrimidin-4-amine